C(OC[C@H]1O[C@@]([C@@H]([C@@H]1O)O)(C#N)C1=CC=C2C(=NC=NN21)N)(O[C@H](C)C2=CC=CC=C2)=O ((2R,3S,4R,5R)-5-(4-aminopyrrolo[2,1-f][1,2,4]triazin-7-yl)-5-cyano-3,4-dihydroxytetrahydrofuran-2-yl)methyl ((R)-1-phenylethyl) carbonate